5-chloroacetamido-2,4,6-triiodoisophthalic acid ClCC(=O)NC=1C(=C(C(=C(C(=O)O)C1I)I)C(=O)O)I